C(#N)C=1C(=C(C(=NC1)NC(OC(C)(C)C)=O)F)I tert-butyl (5-cyano-3-fluoro-4-iodopyridin-2-yl)carbamate